Cl[Cu-2](Cl)(Cl)Cl tetrachlorocopper (ii)